4-bromo-7-cyclopropoxy-2-(methyl-d3)-2H-indazole BrC=1C2=CN(N=C2C(=CC1)OC1CC1)C([2H])([2H])[2H]